FC1=C(C=CC=C1)[C@@H]([C@H]1CC(N1C(=O)OC(C)(C)C)(C)C)O tert-butyl (R)-4-((S)-(2-fluorophenyl)(hydroxy)-methyl)-2,2-dimethylazetidine-1-carboxylate